2,6-dimethoxy-4-[7-(3-methylisoxazol-5-yl)imidazo[1,2-a]pyridin-3-yl]-N-[(1R)-2,2,2-trifluoro-1-methyl-ethyl]benzamide COC1=C(C(=O)N[C@@H](C(F)(F)F)C)C(=CC(=C1)C1=CN=C2N1C=CC(=C2)C2=CC(=NO2)C)OC